(3aR,5s,6aS)-2-(2,2,6,6-tetramethyltetrahydro-2H-pyran-4-yl)-N-(6-(2,3,5-trifluorophenyl)pyridazin-3-yl)octahydrocyclopenta[c]pyrrol-5-amine CC1(OC(CC(C1)N1C[C@@H]2[C@H](C1)CC(C2)NC=2N=NC(=CC2)C2=C(C(=CC(=C2)F)F)F)(C)C)C